2-(3'-(3-(2-oxa-7-azaspiro[3.5]non-7-yl)propoxy)-2,2'-dimethyl-[1,1'-biphenyl]-3-yl)-6,7-dihydrothiazolo[5,4-c]pyridine-5(4H)-carboxylic acid tert-butyl ester C(C)(C)(C)OC(=O)N1CC2=C(CC1)N=C(S2)C=2C(=C(C=CC2)C2=C(C(=CC=C2)OCCCN2CCC1(COC1)CC2)C)C